N-(3-(6-ethyl-2-(1-fluorocyclopropyl)pyrimidin-4-yl)-1-methyl-1H-pyrazolo[3,4-c]pyridin-5-yl)acetamide C(C)C1=CC(=NC(=N1)C1(CC1)F)C1=NN(C2=CN=C(C=C21)NC(C)=O)C